4-(4-bromopyridin-2-yl)cyclohex-3-en-1-one BrC1=CC(=NC=C1)C1=CCC(CC1)=O